CC1(C2CC=C(C1C2)CCC2OCC(CO2)C=O)C 2-(2-{6,6-dimethylbicyclo[3.1.1]hept-2-en-2-yl}ethyl)-1,3-dioxane-5-carbaldehyde